chloroethyl triphosphonate P(=O)(OCCCl)OP(=O)([O-])OP(=O)[O-]